6-fluoro-1-methyl-4-[4-(5-methyl-1,3-benzooxazol-2-yl)piperidin-1-yl]-2-oxo-1,2-dihydroquinoline-3-carboxamide FC=1C=C2C(=C(C(N(C2=CC1)C)=O)C(=O)N)N1CCC(CC1)C=1OC2=C(N1)C=C(C=C2)C